5-(1,1,1-trifluoro-2-methylpropan-2-yl)-1,2,4-oxadiazole-3-carboxylic acid FC(C(C)(C)C1=NC(=NO1)C(=O)O)(F)F